4-Chloro-1-((4-(1,1-difluoroethyl)phenyl)sulfonyl)-3-((3R,4R)-3,4-difluoropyrrolidin-1-yl)-1H-indazole ClC1=C2C(=NN(C2=CC=C1)S(=O)(=O)C1=CC=C(C=C1)C(C)(F)F)N1C[C@H]([C@@H](C1)F)F